N-Fmoc-L-alaninol C[C@@H](CO)NC(=O)OCC1C2=CC=CC=C2C3=CC=CC=C13